[Ru](Cl)Cl.C(=O)(O)N1C(N(CC1)C(=O)O)=C1C(C(CC1)P(C1CCCC1)C1CCCC1)=CC=C(C)C (1,3-dicarboxyimidazolidin-2-ylidene)(3-methyl-2-butene-1-ylidene)(tricyclopentylphosphine) ruthenium dichloride